ClC=1N=C(C2=C(N1)N(C=C2Cl)COCC[Si](C)(C)C)O[C@@H]2C[C@@H](N(C2)C(=O)OC(C)(C)C)C tert-butyl (2S,4R)-4-((2,5-dichloro-7-((2-(trimethylsilyl) ethoxy) methyl)-7H-pyrrolo[2,3-d]pyrimidin-4-yl) oxy)-2-methyltetrahydropyrrole-1-carboxylate